NC=1SC2=C(N1)C(=CC=C2F)C2=C(C=C1C(=NC(=NC1=C2F)OC[C@H]2N(CCC2)C)N2C[C@H](N(CC2)C(C=C)=O)C)Cl 1-((2R)-4-(7-(2-amino-7-fluorobenzo[d]thiazol-4-yl)-6-chloro-8-fluoro-2-(((S)-1-methylpyrrolidin-2-yl)methoxy)quinazolin-4-yl)-2-methylpiperazin-1-yl)prop-2-en-1-one